ethyl acetate Potassium [K].C(C)(=O)OCC